C[C@@]12CCC=3N=C(SC3C2=CC[C@H]2[C@H]3[C@](CC[C@H]12)(C(CC3)C(C)CCCC(C)C)C)NC3=C(C=C(C=C3)OC)OC (5aR,5bS,7aR,10aS,10bS)-5a,7a-dimethyl-8-(6-methylheptan-2-yl)-N-(2,4-dimethoxyphenyl)-5,5a,5b,6,7,7a,8,9,10,10a,10b,11-dodecahydro-4H-cyclopenta[7,8]phenanthro[2,1-d]thiazol-2-amine